(R)-1-(3,6-dibromo-9H-carbazol-9-yl)-3-(piperazin-1-yl)propan-2-ol bis(2,2,2-trifluoroacetate) FC(C(=O)O)(F)F.FC(C(=O)O)(F)F.BrC=1C=CC=2N(C3=CC=C(C=C3C2C1)Br)C[C@@H](CN1CCNCC1)O